ethyl (1r,4r)-4-((1-(2-(3-(2,4-dioxotetrahydropyrimidin-1(2H)-yl)-4-methylphenoxy)acetyl)piperidin-4-yl)oxy)cyclohexane-1-carboxylate O=C1N(CCC(N1)=O)C=1C=C(OCC(=O)N2CCC(CC2)OC2CCC(CC2)C(=O)OCC)C=CC1C